(S)-11-oxo-N-((2-(4-(pyrrolidin-3-ylmethoxy)phenyl)thiazol-5-yl)methyl)-10,11-dihydrodibenzo[b,f][1,4]thiazepine-8-carboxamide 5,5-dioxide hydrochloride Cl.O=C1NC2=C(S(C3=C1C=CC=C3)(=O)=O)C=CC(=C2)C(=O)NCC2=CN=C(S2)C2=CC=C(C=C2)OC[C@@H]2CNCC2